ClCCOCCOC=1C(=CC2=C(N=C(S2)CNC(OC(C)(C)C)=O)C1)OC tert-butyl ((5-(2-(2-chloroethoxy)ethoxy)-6-methoxybenzo[d]thiazol-2-yl)methyl)carbamate